CC1=NOC(=C1C=1C=C(OC2=C(C=C(C=C2C)NC(COC)=O)C)C=C(C1)F)C N-(4-(3-(3,5-dimethylisoxazol-4-yl)-5-fluorophenoxy)-3,5-dimethylphenyl)-2-methoxyacetamide